3-fluoro-2-methoxy-4-(4-(4-methylpiperazin-1-yl)piperidin-1-yl)aniline FC=1C(=C(N)C=CC1N1CCC(CC1)N1CCN(CC1)C)OC